(3S,4S)-8-[8-(2H-indazol-7-yl)-7-methylimidazo[1,2-c]pyrimidin-5-yl]-3-methyl-2-oxa-8-azaspiro[4.5]decan-4-amine N=1NC=C2C=CC=C(C12)C=1C=2N(C(=NC1C)N1CCC3([C@@H]([C@@H](OC3)C)N)CC1)C=CN2